C(C1=CC=CC=C1)OC([C@H](C1CCCC1)N1C([C@@]2(CCN(C2)C(=O)OCCCC)CC1)=O)=O butyl (R)-7-((S)-2-(benzyloxy)-1-cyclopentyl-2-oxoethyl)-6-oxo-2,7-diazaspiro[4.4]nonane-2-carboxylate